5-cyclopropyl-N-(cyclopropylsulfonyl)-4-(((1-(1-(3,5-dichlorophenyl)propyl)-3-fluoroazetidin-3-yl)methoxy)methyl)-2-fluorobenzamide C1(CC1)C=1C(=CC(=C(C(=O)NS(=O)(=O)C2CC2)C1)F)COCC1(CN(C1)C(CC)C1=CC(=CC(=C1)Cl)Cl)F